methyl 3-[3-(benzotriazole-2-yl)-4-hydroxy-5-tert-butylphenyl]-propionate N=1N(N=C2C1C=CC=C2)C=2C=C(C=C(C2O)C(C)(C)C)CCC(=O)OC